C(C)OC(C)N1N=CC(=C1)C=1C(=CC(=NC1F)NC1=NOC(N1)=O)F 3-((5-(1-(1-ethoxyethyl)-1H-pyrazol-4-yl)-4,6-difluoropyridin-2-yl)amino)-1,2,4-oxadiazol-5(4H)-one